N-{1-[(3-hydroxypropoxy)methyl]cyclopropyl}-5-(1H-indole-2-carbonyl)-N-methyl-4H,5H,6H,7H-pyrazolo[1,5-a]pyrazine-3-carboxamide OCCCOCC1(CC1)N(C(=O)C=1C=NN2C1CN(CC2)C(=O)C=2NC1=CC=CC=C1C2)C